C(C)(C)(C)N1N=C(C=2C1=NC=NC2N)C=2NC1=CC(=CC=C1C2Cl)CN(C)C 1-(tert-Butyl)-3-(3-chloro-6-((dimethylamino)methyl)-1H-indol-2-yl)-1H-pyrazolo[3,4-d]pyrimidin-4-amine